C(C)(C)(C)C=1C=CC(=NC1)N1N=CC=2C(C1=O)=C(N(C2C)C2=CC(=CC=C2)OC)C 2-(5-tert-butylpyridin-2-yl)-6-(3-methoxyphenyl)-5,7-dimethyl-2,6-dihydro-1H-pyrrolo[3,4-d]pyridazin-1-one